COC=1C=C(CN2C(N(C3=CC=C(C=C3C2=O)OCCF)C2CCNCC2)=O)C=CC1OC 4-[3-(3,4-dimethoxybenzyl)-6-(2-fluoroethoxy)-2,4-dioxo-3,4-dihydroquinazolin-1(2H)-yl]piperidine